O=C1NC(CCC1N1C(C2=CC=CC(=C2C1=O)NCCO)=O)=O 2-(2,6-dioxo-3-piperidyl)-4-(2-hydroxyethylamino)isoindoline-1,3-dione